3-(dimethylphosphoryl)phenylsulfurofluoridate CP(=O)(C)C=1C=C(C=CC1)OS(=O)(=O)F